(2S)-2-[(5Z)-5-[[4-[(E)-3-(2,4-Dimethylphenyl)-3-oxoprop-1-enyl]phenyl]methylidene]-4-oxo-2-sulfanylidene-1,3-thiazolidin-3-yl]-3-phenylpropanoic acid CC1=C(C=CC(=C1)C)C(/C=C/C1=CC=C(C=C1)\C=C/1\C(N(C(S1)=S)[C@H](C(=O)O)CC1=CC=CC=C1)=O)=O